FC(OC=1C=C(C=C(C1)F)C1=CC=C2C(N(CN(C2=C1)S(=O)(=O)C1=CC(=CC=C1)C(F)(F)F)CC(=O)[O-])=O)F 7-(3-(difluoromethoxy)-5-fluorophenyl)-4-oxo-1-((3-(trifluoromethyl) phenyl) sulfonyl)-1,2-dihydroquinazolin-3(4H)-acetate